FC1=C(C=CC(=C1F)OC)C1=CN=C2N1C=CN=C2NC2=CC(=C(C(=O)NCCCOCC)C=C2)CC 4-((3-(2,3-difluoro-4-methoxyphenyl)imidazo[1,2-a]pyrazin-8-yl)amino)-N-(3-ethoxypropyl)-2-ethylbenzamide